methyl 5-(1-(adamantan-1-ylmethyl)-5-methyl-1H-pyrazol-4-yl)-1-(6-(benzo[d]thiazol-2-ylamino)pyridazin-3-yl)-1H-indole-4-carboxylate C12(CC3CC(CC(C1)C3)C2)CN2N=CC(=C2C)C2=C(C=3C=CN(C3C=C2)C=2N=NC(=CC2)NC=2SC3=C(N2)C=CC=C3)C(=O)OC